(R)-(3-(5-Fluorobenzo[d]thiazol-2-yl)-8-methyl-5,6-dihydro-[1,2,4]triazolo[4,3-a]pyrazin-7(8H)-yl)(4-fluorophenyl)methanone FC=1C=CC2=C(N=C(S2)C2=NN=C3N2CCN([C@@H]3C)C(=O)C3=CC=C(C=C3)F)C1